N-(2,6-dichlorobenzoyl)-N'-(methyl)-N'-(4-tert-butylphenyl)urea ClC1=C(C(=O)NC(=O)N(C2=CC=C(C=C2)C(C)(C)C)C)C(=CC=C1)Cl